N-(3-fluorophenyl)-N'-(4-nitrophenyl)thiourea FC=1C=C(C=CC1)NC(=S)NC1=CC=C(C=C1)[N+](=O)[O-]